(5S)-3-(2,6-difluorophenyl)-5-methyl-14-oxa-9-thia-4,7-diazatricyclo[8.5.0.02,8]pentadeca-1(10),2(8),3-trien-6-one FC1=C(C(=CC=C1)F)C=1C=2C=3COCCCC3SC2NC([C@@H](N1)C)=O